C(C)(C)(C)OC(NS(NCC1CCN(CC1)C1=NNC(C2=CC=CC=C12)=O)(=O)=O)=O ((1-(4-oxo-3,4-dihydro-phthalazin-1-yl)piperidin-4-yl)methyl)sulfamoyl-carbamic acid tert-butyl ester